1-(3-chloro-5-methyl-2-pyridinyl)-4-methyl-piperazine ClC=1C(=NC=C(C1)C)N1CCN(CC1)C